N-(1-(2-methoxy-4-(methylsulfonamido)phenyl)-6-(pyrazolo[1,5-a]pyrimidin-3-yl)-1H-pyrazolo[4,3-c]pyridin-3-yl)-2-(methylamino)acetamide COC1=C(C=CC(=C1)NS(=O)(=O)C)N1N=C(C=2C=NC(=CC21)C=2C=NN1C2N=CC=C1)NC(CNC)=O